NC[C@H](CCC(C1CC1)NC(OC(C)(C)C)=O)NC(OC(C)(C)C)=O Di-tert-butyl ((4S)-5-amino-1-cyclopropylpentane-1,4-diyl)dicarbamate